ClC=1C=C2C(=NC=NC2=CC1C1=NC(=CC2=CC=CC=C12)NC(CO)=O)N1CCNCC1 N-[1-[6-chloro-4-(piperazin-1-yl)quinazolin-7-yl]isoquinolin-3-yl]-2-hydroxyacetamide